C(C)(C)NC(O[C@H]1C[C@H](CC1)C1=CC(=NN1)NC(COC1=C(C(=CC=C1)C#C)C1OCCO1)=O)=O (1R,3S)-3-(3-(2-(2-(1,3-dioxolan-2-yl)-3-ethynylphenoxy)acetamido)-1H-pyrazol-5-yl)cyclopentyl isopropylcarbamate